OC[C@@H](C(=O)OC)OC1=CC=C2C(=CC(OC2=C1)=O)C1=C(C=CC=C1)C methyl (S)-3-hydroxy-2-[4-(o-tolyl)-2-oxo-chromen-7-yl]oxy-propanoate